1,4-dimethyl-2-fluorobenzene CC1=C(C=C(C=C1)C)F